CC1=CN=C(S1)NC=1C=C(C(=O)O)C=C(N1)C1=CC(=CC=C1)[N+](=O)[O-] 2-((5-methylthiazol-2-yl)amino)-6-(3-nitrophenyl)isonicotinic acid